COC(\C(=C\OC)\C1=C(C=CC=C1)COC1=NC(=CC=C1)C(F)(F)F)=O (E)-3-methoxy-2-[2-(6-trifluoromethyl-2-pyridyloxymethyl)phenyl]acrylic acid methyl ester